3-(trifluoromethoxy)pyrrolidine-1-carboxylate FC(OC1CN(CC1)C(=O)[O-])(F)F